ClC=1C=NN2C1N=C(N=C2NC=2C=NN(C2)C)C2=C(C=CC=C2F)F 8-chloro-2-(2,6-difluorophenyl)-N-(1-methyl-1H-pyrazol-4-yl)pyrazolo[1,5-a][1,3,5]triazin-4-amine